NC(C(=O)O)C(CC)O α-amino-β-hydroxyvaleric acid